ClC=1C=C(C=CC1C(F)(F)F)NC1=NC=C(C(=N1)N[C@H](CO)C1=CC=CC=C1)C(=O)NC 2-{[3-chloro-4-(trifluoromethyl)phenyl]amino}-4-{[(1S)-2-hydroxy-1-phenylethyl]amino}-N-methylpyrimidine-5-carboxamide